ortho-dihydroxy(phenylboronic acid) OC1(C(C=CC=C1)O)B(O)O